2-Amino-7-fluoro-4-(5-fluoro-3-(6-methyl-2,6-diazaspiro[3.3]heptan-2-yl)-7,9-dihydrofuro[3,4-f]quinazolin-6-yl)thieno[3,2-c]pyridine-3-carbonitrile NC1=C(C=2C(=NC=C(C2S1)F)C=1C2=C(C=3C=NC(=NC3C1F)N1CC3(C1)CN(C3)C)COC2)C#N